COC=1C=C(C=CC1)C=1C=C(OC1C)C(=O)NC1=NC(=NS1)CC(C)N1CCOCC1 4-(3-Methoxyphenyl)-5-methyl-N-(3-(2-morpholinopropyl)-1,2,4-thiadiazol-5-yl)furan-2-carboxamide